C(C1=CC=CC=C1)S(=O)(=O)N1C[C@H]([C@H](CC1)C1=CC(=CC=C1)OC)CN(C)C (3r,4s)-1-(benzylsulfonyl)-3-((dimethylamino)methyl)-4-(3-methoxyphenyl)piperidine